methyl 5-((2-ethyl-4-fluoro-phenyl)amino)-2-(trifluoro-methyl)isonicotinate C(C)C1=C(C=CC(=C1)F)NC1=CN=C(C=C1C(=O)OC)C(F)(F)F